N(=[N+]=[N-])CCOCCOCCOCCNC(C1=CC(=C(C=C1)O[C@@H]1O[C@@H]([C@@H]([C@@H]([C@H]1O)O)O)CO)O)=O N-(2-(2-(2-(2-azidoethoxy)ethoxy)ethoxy)ethyl)-3-hydroxy-4-(((2S,3R,4S,5R,6R)-3,4,5-trihydroxy-6-(hydroxymethyl)tetrahydro-2H-pyran-2-yl)oxy)benzamide